N=1NN=NC1COC1=C(C(=C(CC2=CC=C3C(=N2)C(=CN3S(=O)(=O)C3=CC=C(C)C=C3)C(C)C)C(=C1)C)C)C 5-(4-((2H-tetrazol-5-yl)methoxy)-2,3,6-trimethylbenzyl)-3-isopropyl-1-tosyl-1H-pyrrolo[3,2-b]pyridine